tert-butyl (3-(3-(2,4-dioxo-3-((2-(trimethylsilyl)ethoxy)methyl)tetrahydropyrimidin-1(2H)-yl)pyrazolo[1,5-a]pyridin-5-yl)prop-2-yn-1-yl)carbamate O=C1N(CCC(N1COCC[Si](C)(C)C)=O)C=1C=NN2C1C=C(C=C2)C#CCNC(OC(C)(C)C)=O